3-(4-(2-(3,9-diazaspiro[5.5]undecan-3-yl)ethyl)-2,6-difluorophenyl)piperidine-2,6-dione C1CN(CCC12CCNCC2)CCC2=CC(=C(C(=C2)F)C2C(NC(CC2)=O)=O)F